COC(\C=C(\CC1=C(C=C(C(=C1)F)F)F)/N)=O (Z)-3-amino-4-(2,4,5-trifluorophenyl)but-2-enoic acid methyl ester